3-amino-2-oxo-1-(4-phenyl-3,4-dihydro-2H-benzo[b][1,4]oxazin-6-yl)-N-(1-((2E,6E)-3,7,11-trimethyldodeca-2,6,10-trien-1-yl)piperidin-4-yl)-1,2-dihydrothieno[2,3-b]pyrazine-6-carboxamide NC=1C(N(C2=C(N1)SC(=C2)C(=O)NC2CCN(CC2)C\C=C(\CC\C=C(\CCC=C(C)C)/C)/C)C2=CC1=C(OCCN1C1=CC=CC=C1)C=C2)=O